1-(1-Phenylethyl)-1H-pyrazol-3-amine C1(=CC=CC=C1)C(C)N1N=C(C=C1)N